OC(C)C1=C(C=CC=C1)NC=1C=C2C3=C(C=NC2=CC1)C(C1=C3C=NC(=N1)C(F)(F)F)=O 2-((2-(1-hydroxyethyl)phenyl)amino)-9-(trifluoromethyl)-7H-pyrimido[5',4':3,4]cyclopenta[1,2-c]quinolin-7-one